CC=1OC2=C(C1C(=O)OCC)C=C(C=C2C)OCC=2C(=NC=CC2)C(F)(F)F ethyl 2,7-dimethyl-5-((2-(trifluoromethyl)pyridin-3-yl)methoxy)benzofuran-3-carboxylate